2-(1-phenyl-1H-pyrazol-4-yl)-N-[(3R)-pyrrolidin-3-yl]1,3-thiazole-4-carboxamide Tert-butyl-(R)-3-(3-bromo-5-fluorophenyl)isoxazolidin-2-carboxylate C(C)(C)(C)OC(=O)N1OCC[C@@H]1C1=CC(=CC(=C1)F)Br.C1(=CC=CC=C1)N1N=CC(=C1)C=1SC=C(N1)C(=O)N[C@H]1CNCC1